ClC=1C=C(C=CC1NC(C1=C(C=C(C=C1)Cl)Cl)=O)N1C(C2=CC=C(C=C2C1=O)C(=O)O)=O 2-(3-chloro-4-(2,4-dichlorobenzamido)phenyl)-1,3-dioxoisoindoline-5-carboxylic acid